4-Fluorenylamin C1=CC=C(C=2C3=CC=CC=C3CC12)N